N(=[N+]=[N-])C1=C(C=C(C=N1)N(C(OC(C)(C)C)=O)C)C(F)(F)F tert-butyl (6-azido-5-(trifluoromethyl)pyridin-3-yl)(methyl)carbamate